tert-Butyl 1-methoxy-5-((2-methoxyethyl)sulfonyl)isoindoline-2-carboxylate COC1N(CC2=CC(=CC=C12)S(=O)(=O)CCOC)C(=O)OC(C)(C)C